4'-(sulfonylbis(benzo[d]oxazol-5,2-diyl))diphenol S(=O)(=O)(C=1C=CC2=C(N=C(O2)C2=C(C=CC=C2)O)C1)C=1C=CC2=C(N=C(O2)C2=C(C=CC=C2)O)C1